C(C)C=1OC2=C(C1C(=O)C1=CC(=C(C(=C1)I)O)I)C=C(C=C2)C (2-ethyl-5-methylbenzofuran-3-yl)(4-hydroxy-3,5-diiodophenyl)methanone